IC1=CN=C2N1N=C(C=C2)C(F)(F)F 3-Iodo-6-(trifluoromethyl)imidazo[1,2-b]pyridazine